C(N)([O-])=O.C(N)([O-])=O.C[NH2+]C.C[NH2+]C dimethyl-ammonium dicarbamate